(S)-9-(5,6,7,8-tetrahydro-1,8-naphthyridin-2-yl)-2-(((1,3,5-trimethyl-1H-pyrazol-4-yl)methyl)amino)nonanoic acid N1=C(C=CC=2CCCNC12)CCCCCCC[C@@H](C(=O)O)NCC=1C(=NN(C1C)C)C